3-(4-(dimethyl-amino)phenyl)-2-(4-hydroxyphenyl)acrylonitrile CN(C1=CC=C(C=C1)C=C(C#N)C1=CC=C(C=C1)O)C